3-(6-(methyl-(2,2,6,6-tetramethylpiperidin-4-yl)amino)pyridazin-3-yl)-7-(pyrrolidin-1-ylmethyl)naphthalen-2-ol CN(C1=CC=C(N=N1)C=1C(=CC2=CC(=CC=C2C1)CN1CCCC1)O)C1CC(NC(C1)(C)C)(C)C